Cl.C(C)(C)(CC(C)(C)C)NC([C@@H](N)CSC(C1=CC=CC=C1)(C1=CC=CC=C1)C1=CC=CC=C1)=O S-trityl-cysteine tert-octyl amide HCl salt